tert-butyl 4-((4-(2-oxo-2,3-dihydrobenzo[d]oxazol-6-yl)piperazin-1-yl)methyl)piperidine-1-carboxylate O=C1OC2=C(N1)C=CC(=C2)N2CCN(CC2)CC2CCN(CC2)C(=O)OC(C)(C)C